2-(2,3-dihydro-1H-inden-5-yloxy)-N-ethyl-N-(thiazol-5-ylmethyl)acetamide Bis-(p-tolylmenthyl)oxalate C1(=C(C=CC=C1)C1(C(CC(CC1)C)OC(C(=O)OC1CC(CCC1(C(C)C)C1=C(C=CC=C1)C)C)=O)C(C)C)C.C1CCC2=CC(=CC=C12)OCC(=O)N(CC1=CN=CS1)CC